COC(CC=N)=O 3-iminopropionic acid methyl ester